O1[C@H]2[C@@H](NCC1)CN(C2)C(=O)OC(C)(C)C tert-butyl (4aS,7aR)-hexahydropyrrolo[3,4-b][1,4]oxazine-6(2H)-carboxylate